N-acetyl-lysinamide C(C)(=O)NC([C@@H](N)CCCCN)=O